(S)-2-((4-(8-benzyl-5,6,7,8-tetrahydro-1,8-naphthyridin-2-yl)piperazin-1-yl)methyl)-1-(oxetan-2-ylmethyl)-1H-benzo[d]imidazole-6-carboxylic acid C(C1=CC=CC=C1)N1CCCC=2C=CC(=NC12)N1CCN(CC1)CC1=NC2=C(N1C[C@H]1OCC1)C=C(C=C2)C(=O)O